P(=S)([O-])([O-])[O-] (S)-thiophosphate